4,7-dichloro-2-(trichloromethyl)-1H-1,3-benzodiazole ClC1=CC=C(C=2NC(=NC21)C(Cl)(Cl)Cl)Cl